C1(=CC=CC=C1)[Si](OC(C)C)(C1=CC=CC=C1)CCCSSSSCCC[Si](OC(C)C)(C1=CC=CC=C1)C1=CC=CC=C1 bis(diphenylisopropoxysilylpropyl) tetrasulfide